FC(CN(C1=NC=2N(C3=C1C(=CN=C3)F)C(=NN2)C)C2=CC(=CC(=C2)C#CC(C(F)(F)F)(C)C)F)F N-(2,2-difluoroethyl)-6-fluoro-N-(3-fluoro-5-(4,4,4-trifluoro-3,3-dimethylbut-1-yn-1-yl)phenyl)-1-methylpyrido[4,3-e][1,2,4]triazolo[4,3-a]pyrimidin-5-amine